COC1=CC=C(C=C1)S1C=2C=CC=CC2SC2=CC=CC=C12 5-(4-methoxyphenyl)thianthrene